C1(CC1)CNC1=NC=CC(=C1)C=1OC=C(N1)C(=O)NC=1C(=NN(C1)C1CCN(CC1)CC1=CC(=CC=C1)NC1C(NC(CC1)=O)=O)C(F)F 2-(2-((cyclopropylmethyl)amino)pyridin-4-yl)-N-(3-(difluoromethyl)-1-(1-(3-((2,6-dioxopiperidin-3-yl)amino)benzyl)piperidin-4-yl)-1H-pyrazol-4-yl)oxazole-4-carboxamide